2-(3-fluoro-5-isobutyl-2-(2H-tetrazol-5-yl)phenyl)-5-(pyridazin-3-ylmethyl)-2,5-diazabicyclo[4.1.0]heptane FC=1C(=C(C=C(C1)CC(C)C)N1C2CC2N(CC1)CC=1N=NC=CC1)C=1N=NNN1